C(C)(C)(C)OC(=O)N1CCC(CC1)(C1OCCC1)CCC1=CC=CC=C1 4-phenethyl-4-(tetrahydrofuran-2-yl)piperidine-1-carboxylic acid tert-butyl ester